BrC1=C(C(=CC=C1)F)N1CCC(CC1)N1C(N(C=2C([C@@H]1C)=CN(N2)C)CC2=C(C=CC=C2)C2CC2)=O (S)-5-[1-(2-Bromo-6-fluoro-phenyl)-piperidin-4-yl]-7-(2-cyclopropyl-benzyl)-2,4-dimethyl-2,4,5,7-tetrahydro-pyrazolo[3,4-d]pyrimidin-6-on